ClC=1C=C(C=CC1)C1=NOC(=N1)C=1C=CC(N(N1)CC=1SC(=NN1)C1=NC=C(C=C1)F)=O 6-(3-(3-chlorophenyl)-1,2,4-oxadiazol-5-yl)-2-((5-(5-fluoropyridin-2-yl)-1,3,4-thiadiazol-2-yl)methyl)pyridazin-3(2H)-one